FC1=CC(=NC=C1C)N1N=C(C=C1)OC1=CC=C(N)C=C1 4-{[1-(4-fluoro-5-methylpyridin-2-yl)pyrazol-3-yl]oxy}aniline